COC(C1=C(C=C(C=C1)Br)OCOC)=O.ClC1=C(OC2CCN(CC2)C2=CC(=C(C(=O)OC)C=C2)OCOC)C=C(C=C1)F methyl 4-(4-(2-chloro-5-fluorophenoxy)piperidin-1-yl)-2-(methoxymethoxy)benzoate Methyl-4-bromo-2-(methoxymethoxy)benzoate